(2R,4R)-4-[(2S)-butan-2-yl]-2-tert-butyl-4-methyl-5-oxo-1,3-oxazolidine-3-carboxylic acid benzyl ester C(C1=CC=CC=C1)OC(=O)N1[C@H](OC([C@@]1(C)[C@@H](C)CC)=O)C(C)(C)C